C1(=CC=CC=C1)[C@H](C)N1C2C(OC(CC1)C2)=O 2-((S)-1-phenylethyl)-6-oxa-2-azabicyclo[3.2.1]octan-7-one